(S)-2-amino-3-(4-(4-((R)-1-(4-chloro-2-(3,4-dihydro-2H-pyran-5-yl)phenyl)-2,2,2-trifluoroethoxy)thieno[3,2-d]pyrimidin-7-yl)phenyl)propanoic acid hydrochloride Cl.N[C@H](C(=O)O)CC1=CC=C(C=C1)C1=CSC2=C1N=CN=C2O[C@@H](C(F)(F)F)C2=C(C=C(C=C2)Cl)C=2CCCOC2